[1-(1-amino-n-octyl)-2-oxopropyl]phosphonic acid dimethyl ester COP(OC)(=O)C(C(C)=O)C(CCCCCCC)N